FC1(CCN(CC1)C1=CC=C(N=N1)NCC1CC12CCN(CC2)CCC(C)(C)C)F 6-(4,4-difluoro-1-piperidyl)-N-[[6-(3,3-dimethylbutyl)-6-azaspiro[2.5]octan-2-yl]methyl]pyridazin-3-amine